(8-(5-chlorobenzofuran-2-yl)-2,3-dihydro-4H-pyrido[4,3-b][1,4]thiazine-4-(Sulfonyl)-4-methylthiazol-2-yl)acetamide ClC=1C=CC2=C(C=C(O2)C2=CN=CC3=C2SCCN3S(=O)(=O)C3=C(N=C(S3)CC(=O)N)C)C1